1-((6-cyclopropylimidazo[1,2-a]pyridin-2-yl)methyl)-1H-1,2,3-triazole-4-sulfonyl chloride C1(CC1)C=1C=CC=2N(C1)C=C(N2)CN2N=NC(=C2)S(=O)(=O)Cl